C(C)C(C(=O)O)(CCCCCCCC(=O)O)CC diethylsebacic acid